C1OCC12CN(C2)[C@H]2CCC1=NC(=CC=C12)NC1=NC=NC(=C1)NC1=NC=CC=C1S(=O)(=O)C N4-((5S)-5-(2-oxa-6-azaspiro[3.3]heptan-6-yl)-6,7-dihydro-5H-cyclopenta[b]pyridin-2-yl)-N6-(3-(methylsulfonyl)pyridin-2-yl)pyrimidine-4,6-diamine